2-(6-chloro-5-fluoropicolinamido)benzo[d]thiazole-6-carboxylic acid ClC1=C(C=CC(=N1)C(=O)NC=1SC2=C(N1)C=CC(=C2)C(=O)O)F